8-methyl-6-(2-[1,4]oxaazepan-4-yl-ethyl)-2-thieno[3,2-b]pyridin-6-yl-3H-quinazolin-4-one hydrochloride Cl.CC=1C=C(C=C2C(NC(=NC12)C=1C=C2C(=NC1)C=CS2)=O)CCN2CCOCCC2